7-morpholinofuro[3,2-b]pyridine O1CCN(CC1)C1=C2C(=NC=C1)C=CO2